ClC1=C(C=C(C=C1)C1=CN(C2=NC(=CC=C21)C(=O)N2C(C(NCC2)=O)(C)C)CCOCC(F)(F)F)F 4-(3-(4-chloro-3-fluorophenyl)-1-(2-(2,2,2-trifluoroethoxy)ethyl)-1H-pyrrolo[2,3-b]pyridine-6-carbonyl)-3,3-dimethyl-piperazin-2-one